C1(CCC1)N1CCC2=C(CC1)C1=C(O2)C=C(C=C1)F 3-cyclobutyl-8-fluoro-2,3,4,5-tetrahydro-1H-benzofuro[2,3-d]azepine